N1=C(C=CC2=C1C1=C(O2)C=CC=C1)C1=NC=CC=C1 (benzofuropyridineyl)pyridine